1,1'-carbonyl-bis-1,2,4-triazole C(=O)(N1N=CN=C1)N1N=CN=C1